(R)-2-methyl-N-(1-(3-nitro-5-(trifluoromethyl)phenyl)ethyl)-6-(pyrimidin-5-yl)-7-(pyrrolidin-1-yl)pyrido[2,3-d]pyrimidin-4-amine CC=1N=C(C2=C(N1)N=C(C(=C2)C=2C=NC=NC2)N2CCCC2)N[C@H](C)C2=CC(=CC(=C2)C(F)(F)F)[N+](=O)[O-]